2,2-difluoro-N-(3-methyl-4-(4,4,5,5-tetramethyl-1,3,2-dioxaborolan-2-yl)phenyl)-2-phenylacetamide FC(C(=O)NC1=CC(=C(C=C1)B1OC(C(O1)(C)C)(C)C)C)(C1=CC=CC=C1)F